Tert-Butyl 4-{[(tert-butoxy)carbonyl] ({[methyl({[6-(trifluoromethoxy)-1,3-benzothiazol-2-yl] carbamoyl}methyl)carbamoyl]methyl})amino}piperidine-1-carboxylate C(C)(C)(C)OC(=O)N(C1CCN(CC1)C(=O)OC(C)(C)C)CC(N(CC(NC=1SC2=C(N1)C=CC(=C2)OC(F)(F)F)=O)C)=O